BrC1=C(C(=O)O)C(=CC(=N1)Br)C 2,6-dibromo-4-methylnicotinic acid